FC=1C=C2C(=CNC2=CC1)C=1C=C(SC1)C(CC(=O)OC)=O Methyl 3-(4-(5-fluoro-1H-indol-3-yl) thiophen-2-yl)-3-oxopropanoate